3-(2,4-difluoro-phenyl)-isoxazole FC1=C(C=CC(=C1)F)C1=NOC=C1